2-(bicyclo[1.1.1]pentan-1-yl)-N-(2-(ethylthio)-4-(6-fluoro-3,4-dihydroisoquinoline-2(1H)-yl)-6-methylphenyl)acetamide C12(CC(C1)C2)CC(=O)NC2=C(C=C(C=C2C)N2CC1=CC=C(C=C1CC2)F)SCC